2-[2-(1-chlorocyclopropyl)-3-(2-chlorophenyl)-2-hydroxypropyl]-1H-1,2,4-triazole-3-thione ClC1(CC1)C(CN1NC=NC1=S)(CC1=C(C=CC=C1)Cl)O